nitrogen (4-bromo-2,5-dimethyl-phenyl)boronic acid BrC1=CC(=C(C=C1C)B(O)O)C.[N]